ClC1=C(C=C(C(=O)N)C=C1[N+](=O)[O-])O 4-chloro-3-hydroxy-5-nitro-benzamide